COCOC1=C(C=CC=C1)C1=CC2=C(N=N1)NC(=C2)C2(CN(CC2)C(=O)OC(C)(C)C)C tert-butyl 3-(3-(2-(methoxymethoxy)phenyl)-7H-pyrrolo[2,3-c]pyridazin-6-yl)-3-methylpyrrolidine-1-carboxylate